O=C1C(=CNC(=C1)C(F)(F)F)[C@@H]1CN2[C@H](CO1)CN(CC2)C(=O)C=2C(=C(C=C(C2)F)C=2C=C(NC2)C#N)Cl 4-[3-[(3R,9aS)-3-[4-oxo-6-(trifluoromethyl)-1H-pyridin-3-yl]-3,4,6,7,9,9a-hexahydro-1H-pyrazino[2,1-c][1,4]oxazine-8-carbonyl]-2-chloro-5-fluoro-phenyl]-1H-pyrrole-2-carbonitrile